C(C)OC(C(=CNCC)C(C1=C(C(=C(C(=C1)F)F)F)F)=O)=O 2-(2,3,4,5-tetrafluorobenzoyl)-3-ethylaminoacrylic acid ethyl ester